BrC1=CC=C(C=C1)C1(CC1)C1=NC(=NO1)CC(C(=O)OC(C)(C)C)=C tert-butyl 2-((5-(1-(4-bromophenyl)cyclopropyl)-1,2,4-oxadiazol-3-yl)methyl)acrylate